S(O)(O)(=O)=O.NC1=NC=CC(=C1)C1=C(C=C(C=C1)C=1C=NC=NC1)CCC(=O)O 3-(2-(2-aminopyridin-4-yl)-5-(pyrimidin-5-yl)phenyl)propionic acid bisulfate